C(C)(C)(C)OC(=O)N1CCC(CC1)C=1SC=C(N1)C1=CC=C(C=C1)C 4-[4-(4-Methylphenyl)-1,3-thiazol-2-yl]piperidine-1-carboxylic acid tert-butyl ester